C[C@H]1N(S(OC1)(=O)=O)C(=O)OC(C)(C)C tertbutyl (4R)-4-methyl-2,2-dioxo-oxathiazolidine-3-carboxylate